ClC=1C=C2C(=NC=NC2=C(C1)C(F)(F)F)N[C@@H](C)C=1N(N=CN1)C=1N=NC(=CC1)OCC 6-chloro-N-[(1S)-1-[2-(6-ethoxypyridazin-3-yl)-1,2,4-triazol-3-yl]ethyl]-8-(trifluoromethyl)-quinazolin-4-amine